tert-butyl (7,7-difluorospiro[3.5]nonan-2-yl)carbamate FC1(CCC2(CC(C2)NC(OC(C)(C)C)=O)CC1)F